C(#N)C1=CC2=C(C=C1)C1=NC=C(C(=C1O2)NC(C)C)C2=NN=C(S2)N2CCN(CC2)C(=O)OC(C)(C)C tert-butyl 4-(5-(7-cyano-4-(isopropylamino)benzofurano[3,2-b]pyridin-3-yl)-1,3,4-thiadiazol-2-yl)piperazine-1-carboxylate